N-(3-((2-aminoethyl)sulfonamido)phenyl)-3-(3,4-difluoro-2-methoxyphenyl)-5-methyl-5-(trifluoromethyl)tetrahydrothiophene-2-carboxamide NCCS(=O)(=O)NC=1C=C(C=CC1)NC(=O)C1SC(CC1C1=C(C(=C(C=C1)F)F)OC)(C(F)(F)F)C